((1H-indazol-5-yl)ethynyl)-N-(isoindolin-5-ylmethyl)-[2,4'-bipyrimidin]-2'-amine trifluoroacetate FC(C(=O)O)(F)F.N1N=CC2=CC(=CC=C12)C#CC1=NC(=NC=C1)C1=NC(=NC=C1)NCC=1C=C2CNCC2=CC1